N-(2-(2-(2-aminoethoxy)ethoxy)ethyl)-2-(4-(4-chlorophenyl)-2,3,9-trimethyl-6H-thieno[3,2-f][1,2,4]triazolo[4,3-a][1,4]diazepin-6-yl)acetamide hydrochloride Cl.NCCOCCOCCNC(CC1C=2N(C3=C(C(=N1)C1=CC=C(C=C1)Cl)C(=C(S3)C)C)C(=NN2)C)=O